(3,4-epoxycyclohexylethyl)triethoxysilane C1(CC2C(CC1)O2)CC[Si](OCC)(OCC)OCC